BrC=1C=CC(=C2CCOC21)C(=O)OC methyl 7-bromo-2,3-dihydrobenzofuran-4-carboxylate